FC=1C=C(OC[C@@H](/C=C/[C@H]2[C@@H](C[C@@H]3OC[C@H](CC[C@@H]32)COCC(=O)OC(C)C)O)O)C=CC1 2-Propanyl ({(3R,5aR,6R,7R,8aS)-6-[(1E,3R)-4-(3-fluorophenoxy)-3-hydroxy-1-buten-1-yl]-7-hydroxyoctahydro-2H-cyclopenta[b]oxepin-3-yl}methoxy)acetate